O=C1NC(CCC1N1C(N(C2=C1C=CC(=C2)C2CCN(CC2)CC(=O)O)C(C)C)=O)=O 2-(4-(1-(2,6-dioxopiperidin-3-yl)-3-isopropyl-2-oxo-2,3-dihydro-1H-benzo[d]imidazol-5-yl)piperidin-1-yl)acetic acid